acryloxypropyl-sulfonate C(C=C)(=O)OCCCS(=O)(=O)[O-]